CC1CC(C(CC1C)C(=O)O)C(=O)O 4,5-dimethylcyclohexane-1,2-dicarboxylic acid